(S)-2-((4-(2-(2,4-dichlorophenyl)-4-fluoro-2H-chromen-8-yl)piperidin-1-yl)methyl)-1-((1-(fluoromethyl)cyclopropyl)methyl)-1H-imidazo[4,5-b]pyridine-6-carboxylic acid ClC1=C(C=CC(=C1)Cl)[C@H]1OC2=C(C=CC=C2C(=C1)F)C1CCN(CC1)CC=1N(C=2C(=NC=C(C2)C(=O)O)N1)CC1(CC1)CF